8-methyl-1,4-Dioxospiro[4.5]decan CC1CCC2(C(CCC2=O)=O)CC1